4-((1-(quinolin-6-yl)-1h-indol-4-yl)methyl)morpholine N1=CC=CC2=CC(=CC=C12)N1C=CC2=C(C=CC=C12)CN1CCOCC1